2-(2,6-Dioxopiperidin-3-yl)-1-oxo-N-((R)-2,2,2-trifluoro-1-(2-morpholinophenyl)ethyl)isoindoline-5-carboxamide O=C1NC(CCC1N1C(C2=CC=C(C=C2C1)C(=O)N[C@@H](C(F)(F)F)C1=C(C=CC=C1)N1CCOCC1)=O)=O